NC1=NC=2C=CC(=CC2C2=C1C=NN2C)C(=O)N(N2C(CCC2)=O)CC2=NC1=C(N2C)C=CC=C1 4-Amino-1-methyl-N-[(1-methylbenzimidazol-2-yl)methyl]-N-(2-oxopyrrolidin-1-yl)pyrazolo[4,3-c]quinoline-8-carboxamide